(5RS)-5-[(4-ethynyl-2-methyl-phenyl)methyl]-3-[2-methyl-5-[3-(trifluoro-methyl)phenoxy]pyrimidin-4-yl]-5,6-dihydro-4H-1,2,4-oxadiazine C(#C)C1=CC(=C(C=C1)C[C@H]1NC(=NOC1)C1=NC(=NC=C1OC1=CC(=CC=C1)C(F)(F)F)C)C |r|